FC=1C(=CC(=NC1)OC)C1=CC(=NN1)C(=O)N1C2(CC2)C[C@H](CC1)C(=O)N[C@@H]1C=2N(CCC1)C(=NN2)C (S)-4-(5-(5-fluoro-2-methoxypyridin-4-yl)-1H-pyrazole-3-carbonyl)-N-((S)-3-methyl-5,6,7,8-tetrahydro-[1,2,4]triazolo[4,3-a]pyridin-8-yl)-4-azaspiro[2.5]octane-7-carboxamide